ClC1=C(C=CC(=C1)F)C1(CC1)C1=NOC(=N1)C1=NN(C(=C1)C(F)F)CC(=O)NCC(=O)NC 2-(3-(3-(1-(2-Chloro-4-fluorophenyl)cyclopropyl)-1,2,4-oxadiazol-5-yl)-5-(difluoromethyl)-1H-pyrazol-1-yl)-N-(2-(methylamino)-2-oxoethyl)acetamide